C(#N)C(C)(CC)SC(=S)N1N=C(C(=C1C)Cl)C 2-cyanobutane-2-yl-4-chloro-3,5-dimethyl-1H-pyrazole-1-carbodithioate